FC=1C=C(C=C(C1)F)S(=O)(=O)N1CCOC2(CCNC2)C1 9-(3,5-difluorophenyl)sulfonyl-6-oxa-2,9-diazaspiro[4.5]decane